2-Cyanoterephthalic acid C(#N)C1=C(C(=O)O)C=CC(=C1)C(=O)O